3-(1,2,3,5,6,7-hexahydro-s-indacen-4-yl)-1-[(oxan-4-yl)[1-(2,2,2-trifluoroethyl)-1H-pyrazol-4-yl]sulfamoyl]urea sodium salt [Na].C1CCC2=C(C=3CCCC3C=C12)NC(NS(N(C=1C=NN(C1)CC(F)(F)F)C1CCOCC1)(=O)=O)=O